FC(C)(F)C1(CC1)C#CC1=C2CCCN(C2=CC=C1)C1=NN=C2N1C1=CC=C(C(=C1C=N2)F)F (5-((1-(1,1-difluoroethyl)cyclopropyl)ethynyl)-3,4-dihydroquinolin-1(2H)-yl)-6,7-difluoro-[1,2,4]triazolo[4,3-a]quinazoline